5-n-butyl-2-thiouracil C(CCC)C=1C(NC(NC1)=S)=O